2-chloro-3-ethynylbenzaldehyde ClC1=C(C=O)C=CC=C1C#C